methyl N-[5-[6-[4-(4-fluorophenyl)-1,2,4-triazol-3-yl]-4-methyl-benzimidazol-1-yl]-2-pyridyl]carbamate FC1=CC=C(C=C1)N1C(=NN=C1)C=1C=C(C2=C(N(C=N2)C=2C=CC(=NC2)NC(OC)=O)C1)C